3-cyano-2-pyridone C(#N)C=1C(NC=CC1)=O